BrC=1C=C(C(=NC1)NC1=CC=C(C=C1)CN1CCN(CC1)C(=O)OC(C)(C)C)[N+](=O)[O-] tert-butyl 4-[[4-[(5-bromo-3-nitro-2-pyridyl)amino]phenyl]methyl]piperazine-1-carboxylate